2,5-dimethoxy-N-(4-methoxy-6-((5-propioloyl-5,6-dihydropyrrolo[3,4-c]pyrazol-1(4H)-yl)methyl)benzo[d]isoxazol-3-yl)benzenesulfonamide COC1=C(C=C(C=C1)OC)S(=O)(=O)NC1=NOC2=C1C(=CC(=C2)CN2N=CC1=C2CN(C1)C(C#C)=O)OC